4-methylpiperazinol CN1CCN(CC1)O